2-(6-chloropyridin-2-yl)-5-methyl-1,3,4-thiadiazole ClC1=CC=CC(=N1)C=1SC(=NN1)C